1-(2-methoxyphenyl)prop-2-yn-1-one COC1=C(C=CC=C1)C(C#C)=O